C(C)(=O)NC1=CC=C(CC2=CC=C(C=C2)NC(=O)P2(OC3=C(C4=C2C=CC=C4)C=CC=C3)=O)C=C1 N-(4-(4-acetamido-benzyl)phenyl)dibenzo[c,e][1,2]oxaphosphinine-6-carboxamide 6-oxide